(S)-3-methyl-2,3,4,7-tetrahydro-1H-azepin-3-amine C[C@]1(CNCC=CC1)N